N1=CC(=CC=C1)[C@@H]1N(CCC1)CC1=CC=C(C=C1)NC(OC1=CC=CC=C1)=O phenyl N-(4-{[(2R)-2-(pyridin-3-yl)pyrrolidin-1-yl]methyl}phenyl)carbamate